N-(4-(1H-indol-3-yl)-5-(trifluoromethyl)pyrimidin-2-yl)-2-(4-(1-acryl-1,2,5,6-tetrahydropyridin-3-yl)-1H-pyrazol-1-yl)propionamide N1C=C(C2=CC=CC=C12)C1=NC(=NC=C1C(F)(F)F)NC(C(C)N1N=CC(=C1)C=1CN(CCC1)C(=O)C=C)=O